BrC1=C(C(=CC=C1)F)CO (2-bromo-6-fluorophenyl)methanol